Tert-Butyl (S)-3-((7-((tert-butoxycarbonyl)(5-methyl-3-trifluoromethylphenyl)amino)-3-cyclopropylpyrazolo[1,5-a]pyrimidin-5-yl)oxy)piperidine-1-carboxylate C(C)(C)(C)OC(=O)N(C1=CC(=NC=2N1N=CC2C2CC2)O[C@@H]2CN(CCC2)C(=O)OC(C)(C)C)C2=CC(=CC(=C2)C)C(F)(F)F